(S)-4-(3-(1-acryloylpiperidin-2-yl)-5-methylimidazo[1,5-a]pyrazin-1-yl)-N-(pyridin-2-yl)benzamide C(C=C)(=O)N1[C@@H](CCCC1)C1=NC(=C2N1C(=CN=C2)C)C2=CC=C(C(=O)NC1=NC=CC=C1)C=C2